O1CCN(CC1)C1=C(C=C2CN(C(C2=C1)=O)C[C@H](C)N1CCOCC1)NC(=O)C=1C=NN2C1N=CC=C2 (S)-N-(6-morpholino-2-(2-morpholinopropyl)-1-oxoisoindolin-5-yl)pyrazolo[1,5-a]pyrimidine-3-carboxamide